(3R)-3-[2-methoxy-5-(1-methylimidazol-2-yl)phenyl]-3-methyl-6-(trifluoromethyl)indolin-2-one COC1=C(C=C(C=C1)C=1N(C=CN1)C)[C@@]1(C(NC2=CC(=CC=C12)C(F)(F)F)=O)C